C1(=CC=CC=C1)N(C1=CC2=C(C3=C(O2)C=C2C=C4C(OC5=C4C=CC(=C5)N(C5=CC=4N(C6=CC=CC=C6C4C=C5)C5=CC=CC=C5)C5=CC=CC=C5)=CC2=C3)C=C1)C1=CC=3N(C2=CC=CC=C2C3C=C1)C1=CC=CC=C1 N,N'-diphenyl-N,N'-bis[(9-phenyl-9H-carbazol-2-yl)]naphtho[2,3-b:6,7-b']bisbenzofuran-3,10-diamine